FC1=CC=C(C=C1)S(=O)(=O)N1CCNCC1 1-(4-fluorophenyl)sulfonyl-piperazine